(3-(Benzo[d][1,3]dioxol-5-carbonyl)bicyclo[1.1.1]pentan-1-yl)carbamic acid tert-butyl ester C(C)(C)(C)OC(NC12CC(C1)(C2)C(=O)C2=CC1=C(OCO1)C=C2)=O